NC1=C(C(=O)NC2=CC=C(C=C2)C2(CCCC2)C#N)C=CC=N1 2-amino-N-(4-(1-cyanocyclopentyl)phenyl)nicotinamide